ClC1=NC(=NC(=N1)NCCCCCCCC)N(CCCCCCCC)CCCCCCCC 2-chloro-4-octylamino-6-dioctylamino-1,3,5-triazine